[Cl-].[Cl-].C[Si](=[Zr+2](C1C=CC=2CCCCC12)C1C=CC=2CCCCC12)C dimethylsilanediylbis(4,5,6,7-tetrahydroindenyl)zirconium dichloride